2-((2r,5s)-4-(6-cyano-1-methyl-2-oxo-1,2-dihydro-1,5-naphthyridin-4-yl)-2,5-dimethylpiperazin-1-yl)-N-cyclopentylpropionamide C(#N)C=1N=C2C(=CC(N(C2=CC1)C)=O)N1C[C@H](N(C[C@@H]1C)C(C(=O)NC1CCCC1)C)C